COC1=C2CCN(C2=CC(=C1)C#N)S(=O)(=O)C1=C2C=CNC(C2=CC=C1)=O 4-methoxy-1-[(1-oxo-2H-isoquinolin-5-yl)sulfonyl]indoline-6-carbonitrile